Imidazo[1,5-a]Pyridine C=1N=CN2C1C=CC=C2